3-pyrrolidoneformamide N1(CC(CC1)=O)C(=O)N